[1-(3-chloro-2-piperazin-1-yl-6-quinolinyl)pyrrolidin-3-yl]methylamine dihydrochloride Cl.Cl.ClC=1C(=NC2=CC=C(C=C2C1)N1CC(CC1)CN)N1CCNCC1